(2S,3R)-3-[(ethanesulfonyl)amino]-4,4-difluoro-N,N-dimethyl-2-[(2,2',3'-trifluoro[1,1'-biphenyl]-3-yl)methyl]pyrrolidine-1-carboxamide C(C)S(=O)(=O)N[C@@H]1[C@@H](N(CC1(F)F)C(=O)N(C)C)CC=1C(=C(C=CC1)C1=C(C(=CC=C1)F)F)F